C1(CC1)CO[C@H]1C[C@H](N(CC1)C(=O)C=1C=2C=CNC2C(=CC1OC)C)C1=CC=C(C(=O)O)C=C1 4-((2s,4r)-4-(cyclopropylmethoxy)-1-(5-methoxy-7-methyl-1H-indole-4-carbonyl)piperidin-2-yl)benzoic acid